Methyl (1r,4r)-4-(5-bromo-6-methoxy-2H-indazol-2-yl)cyclohexane-1-carboxylate BrC1=CC2=CN(N=C2C=C1OC)C1CCC(CC1)C(=O)OC